CN1CCN(CC1)CC1=C(C=C(C=C1)NC(C1=CN=CC(=C1)C#CC1=CN=C2N1N=C(C=C2)OC2CCOCC2)=O)C(F)(F)F N-(4-((4-methylpiperazin-1-yl)methyl)-3-(trifluoromethyl)phenyl)-5-((6-((tetrahydro-2H-pyran-4-yl)oxy)imidazo[1,2-b]pyridazin-3-yl)ethynyl)nicotinamide